COC=1C=C(C=CC1)[C@H]1C2=C(NC(N1)=S)C1=CC=CC=C1C2=O (S)-4-(3-methoxyphenyl)-2-thioxo-1,2,3,4-tetrahydro-5H-indeno[1,2-d]pyrimidin-5-one